C[C@](N=S)([C@H](O)C)C(=O)NC(=O)[C@@]1([C@H](O)[C@H](O)[C@@H](CO)O1)N1C=NC=2C(N)=NC=NC12 2-methylthioNO-threonylcarbamoyladenosine